C(CCCCCCCCCCCC=CCCCCCC)(=O)OCCCCCCCCCCCCCCCCCCCC(C)C 20-methylheneicosyl eicos-13-enoate